FC=1C(=NC(=NC1)NC1CCC(CC1)N)C1=CN=C2N1C=C(C=C2)NC2=CC(=CC=C2)F (1r,4r)-N1-(5-Fluoro-4-(6-((3-fluorophenyl)amino)imidazo[1,2-a]pyridin-3-yl)pyrimidin-2-yl)cyclohexane-1,4-diamine